CS1(C(CC=C1)=O)CC1=CC=CC=C1 methyl-1-benzyl-2-oxo-2,3-dihydro-1H-thiophene